3-(3-(benzyloxy)-2,4-difluoro-5-(trifluoromethyl)phenyl)-6-(2-(cyclohexylmethyl)-4-(methylsulfonyl)piperazin-1-yl)-1-methyl-1H-pyrazolo[3,4-d]pyrimidine C(C1=CC=CC=C1)OC=1C(=C(C=C(C1F)C(F)(F)F)C1=NN(C2=NC(=NC=C21)N2C(CN(CC2)S(=O)(=O)C)CC2CCCCC2)C)F